N-[(furan-2-yl)methyl]-7-methyl-2-(trifluoromethyl)thieno[3,2-d]pyrimidin-4-amine O1C(=CC=C1)CNC=1C2=C(N=C(N1)C(F)(F)F)C(=CS2)C